C(C)OC(=O)C=1C(=NC2=CC=CN=C2C1N[C@H](CO)CCCC)N (S)-2-amino-4-((1-hydroxyhex-2-yl)amino)-1,5-naphthyridine-3-carboxylic acid ethyl ester